BrC1=C(C=C(C=C1)C(C)=O)C 1-(4-bromo-3-methylphenyl)ethanone